ClC(=C[C@@H]1C([C@@H]1C(=O)O[C@H](C1=CC(=C(C=C1)F)OC1=CC=CC=C1)C#N)(C)C)C1=CC=C(C=C1)Cl |&1:9| (RS)-α-cyano-4-fluoro-3-phenoxybenzyl (1RS)-cis-trans-3-(2-chloro-2-(4-chlorophenyl)vinyl)-2,2-dimethylcyclopropanecarboxylate